1,6-hexanediol diacrylate Acrylate C(C=C)(=O)O.C(C=C)(=O)O.C(C=C)(=O)O.C(CCCCCO)O